(4-Methylpiperazin-1-yl)(4-(1,2,3,4-tetrahydroquinoline-2-yl)phenyl)methanone CN1CCN(CC1)C(=O)C1=CC=C(C=C1)C1NC2=CC=CC=C2CC1